ClC1=CC=C(C=C1)C1=NC(=C2C(=N1)N(N=C2)C2CC(CC(C2)C)C)NC(=O)C=2SC(=CC2)[N+](=O)[O-] N-(6-(4-chlorophenyl)-1-(3,5-dimethylcyclohexyl)-1H-pyrazolo[3,4-d]pyrimidin-4-yl)-5-nitrothiophene-2-carboxamide